methyl-bis(2-carboxyethyl)cyanuric acid CN1C(N(C(N(C1=O)CCC(=O)O)=O)CCC(=O)O)=O